ClC1=NC(=CC=C1C(=O)NS(=O)(=O)C1=CC=CC(=N1)NCCC[C@H]1CC(N(C1)C(=O)OC(C)(C)C)(C)C)N1C(C(CC1)OCCCC(C)(C)C)=O tert-butyl (4S)-4-[3-[[6-[[2-chloro-6-[3-(4,4-dimethylpentoxy)-2-oxo-pyrrolidin-1-yl]pyridine-3-carbonyl]sulfamoyl]-2-pyridyl]amino]propyl]-2,2-dimethyl-pyrrolidine-1-carboxylate